3,3-bis(methoxymethyl)-2,5-dimethylhexane COCC(C(C)C)(CC(C)C)COC